C(CCC)OC(C1CCN(CC1)C1=C(C=C(C(=O)O)C=C1)C)OCCCC 4-[4-(Dibutoxymethyl)piperidin-1-yl]-3-methylbenzoic acid